ClC=1C(=NC=C(C1)C(F)(F)F)C1COC2=C(C1)C(=CC=C2)O 3-(3-chloro-5-(trifluoromethyl)pyridin-2-yl)-5-hydroxybenzooxane